FC1=CC=C(C=C1)C1=NN(C=C1C=1N=CC2=C(N1)OC=C2)COCC[Si](C)(C)C (3-(4-Fluorophenyl)-1-((2-(trimethylsilyl)ethoxy)methyl)-1H-pyrazol-4-yl)furo[2,3-d]pyrimidine